NC=1C=C(C=CC1)BO 3-aminophenylboronic acid monohydride